3-bromo-4-(trifluoromethyl)-2,3-dihydro-1H-inden-1-one BrC1CC(C2=CC=CC(=C12)C(F)(F)F)=O